N-((2-(2,6-dioxopiperidin-3-yl)-1-oxoisoindolin-5-yl)methyl)-2,2-difluoro-2-(2-hydroxyphenyl)acetamide dioxygen ethylenedisodium salt C(C[Na])[Na].[O].[O].O=C1NC(CCC1N1C(C2=CC=C(C=C2C1)CNC(C(C1=C(C=CC=C1)O)(F)F)=O)=O)=O